CC(C)N1S(NC2=C(C1=O)C=CC=C2)(=O)=O 3-(1-methylethyl)-1H-2,1,3-benzothiadiazin-4(3H)-one-2,2-dioxide